(S)-5-((4-((2-hydroxy-1-phenylethyl)amino)-5-(3-(pyridin-2-yl)-1,2,4-oxadiazol-5-yl)pyrimidin-2-yl)amino)-2,3,3-trimethylisoindolin-1-one OC[C@H](C1=CC=CC=C1)NC1=NC(=NC=C1C1=NC(=NO1)C1=NC=CC=C1)NC=1C=C2C(N(C(C2=CC1)=O)C)(C)C